1-pyrido[2,3-b]pyrazin-8-yl-pyrrolidine-3-carboxylic acid (2-diethylaminoethyl)-amide C(C)N(CCNC(=O)C1CN(CC1)C1=CC=NC2=NC=CN=C21)CC